Cl.Cl.CN1C2=C(N(C(C1=O)=O)C1CCNCC1)N=CC(=C2)C(=O)N 1-methyl-2,3-diketo-4-(piperidin-4-yl)-1,2,3,4-tetrahydropyrido[2,3-b]pyrazine-7-carboxamide dihydrochloride